FC(C)(F)N1N=C(C(=C1)F)S(=O)(N)=NC(NC1=C2C(=NC(=C1C)C(F)(F)F)CCC2)=O 1-(1,1-Difluoroethyl)-4-fluoro-N'-((3-methyl-2-(trifluoromethyl)-6,7-dihydro-5H-cyclopenta[b]pyridin-4-yl)carbamoyl)-1H-pyrazole-3-sulfonimidamide